CC1=C(C=2N(C=C1C=1NC3=CC=C(C=C3C1C(C)C)C1CC(C1)NCC#N)N=CN2)C 2-((3-(2-(7,8-dimethyl-[1,2,4]triazolo[1,5-a]pyridin-6-yl)-3-isopropyl-1H-indol-5-yl)cyclobutyl)amino)acetonitrile